(R)-4-(4-amino-6-(4-methacrylamidophenyl)-7-methyl-7H-pyrrolo[2,3-d]pyrimidin-5-yl)-N-cyclopentylcyclohex-3-ene-1-carboxamide NC=1C2=C(N=CN1)N(C(=C2C2=CC[C@@H](CC2)C(=O)NC2CCCC2)C2=CC=C(C=C2)NC(C(=C)C)=O)C